dibenzylcysteine C(C1=CC=CC=C1)N([C@@H](CS)C(=O)O)CC1=CC=CC=C1